4-[2-[2-Benzyl-2-(methoxymethyl)pyrrolidin-1-yl]-6-[(4-methoxyphenyl)methoxy]-4-pyridyl]morpholine C(C1=CC=CC=C1)C1(N(CCC1)C1=NC(=CC(=C1)N1CCOCC1)OCC1=CC=C(C=C1)OC)COC